C(C)OC(=O)C1=COC2=C1C=CC=C2N2CCN(CC2)C(=O)OC(C)(C)C tert-butyl 4-(3-(ethoxycarbonyl)benzofuran-7-yl)piperazine-1-carboxylate